O1C(=CC=C1)CNC(=O)NS(=O)(=O)C=1SC(=CC1C1=CC=C(C=C1)CN1C(=NC=C1)C(C)(C)C)CC(C)C Furan-2-ylmethyl-3-[[5-isobutyl-3-[4-[(2-tert-butyl-imidazol-1-yl)methyl]-phenyl]-2-thienyl]sulfonyl]urea